C(\C=C\C1=CC=C(C=C1)O)(=O)[O-].[Na+] sodium coumarate